(2,4-dimethyl)valeronitrile CC(C#N)CC(C)C